ClC1=CC(=C(C=C1)C1(OC2=C(O1)C=CC=C2C2CCN(CC2)CC=2N(C(=CN2)CO)C[C@H]2OCC2)C)F (2-((4-(2-(4-chloro-2-fluorophenyl)-2-methylbenzo[d][1,3]dioxol-4-yl)piperidin-1-yl)methyl)-1-(((S)-oxetan-2-yl)methyl)-1H-imidazol-5-yl)methanol